C1NCC12CC(C2)O[Si](C2=CC=CC=C2)(C2=CC=CC=C2)C(C)(C)C 2-azaspiro[3.3]heptan-6-yloxy-tert-butyl-diphenyl-silane